N-(3-methoxy-5-(1-methyl-1H-pyrazol-5-yl)phenyl)-6-(trifluoromethoxy)quinolin-4-amine COC=1C=C(C=C(C1)C1=CC=NN1C)NC1=CC=NC2=CC=C(C=C12)OC(F)(F)F